1-(9Z-nonadecenoyl)-2-(11Z-docosenoyl)-glycero-3-phosphoserine CCCCCCCCCC/C=C\CCCCCCCCCC(=O)O[C@H](COC(=O)CCCCCCC/C=C\CCCCCCCCC)COP(=O)(O)OC[C@@H](C(=O)O)N